C(C1=CC=CC=C1)OC1CC(C1)[C@@H]1[C@H](C1)CO [(1S,2R)-2-(3-benzyl-oxycyclobutyl)cyclopropyl]methanol